5-carbamoyl-1H-pyrrole C(N)(=O)C1=CC=CN1